C1N(CCC2=CC=CC=C12)C[C@H](CN1CCN(C2=C(C1=O)C=CC(=C2)OC2CC1CCC(C2)N1CC)C)O 4-[(2R)-3-(3,4-dihydro-1H-isoquinolin-2-yl)-2-hydroxy-propyl]-8-[(8-ethyl-8-azabicyclo[3.2.1]oct-3-yl)oxy]-1-methyl-2,3-dihydro-1,4-benzodiazepine-5-one